CN(CCN(C=1C(=CC(=C(C1)OC)NC1=NC=CC(=N1)C=1C=NN2C1CCCC2)N)C)C N-(2-Dimethylaminoethyl)-5-methoxy-N-methyl-N4-[4-(4,5,6,7-tetrahydropyrazolo[1,5-a]pyridin-3-yl)pyrimidin-2-yl]benzene-1,2,4-triamine